4-(4-((1R,5S)-3,8-diazabicyclo[3.2.1]octan-3-yl)-8-fluoro-2-((tetrahydro-1H-pyrrolizin-7a(5H)-yl)methoxy)pyrido[4,3-d]pyrimidin-7-yl)naphthalen-2-amine [C@H]12CN(C[C@H](CC1)N2)C=2C1=C(N=C(N2)OCC23CCCN3CCC2)C(=C(N=C1)C1=CC(=CC2=CC=CC=C12)N)F